(3,4-Dihydroisoquinolin-2(1H)-yl)(2-((2-hydroxyphenyl)amino)-6-((2,4,4-trimethylpentan-2-yl)amino)pyrimidin-4-yl)methanone C1N(CCC2=CC=CC=C12)C(=O)C1=NC(=NC(=C1)NC(C)(CC(C)(C)C)C)NC1=C(C=CC=C1)O